1-amino-2-(3,4-dimethoxyphenyl)ethan NCCC1=CC(=C(C=C1)OC)OC